COC=1C=C2CCN(C(C2=CC1)=O)CCC(=O)OC Methyl 3-(6-methoxy-1-oxo-3,4-dihydroisoquinolin-2-yl)propionate